CC1(C(=C(C1)C1=C(C=CC=C1)NC(C)=O)C1=CC=C(C=C1)C(C)(C)C)C N-(2-(3,3-dimethyl-2-(4-tert-butylphenyl)cyclobut-1-en-1-yl)phenyl)acetamide